C[C@@H]1O[C@@H](CN(C1)C1=NN(C=C1)C1=NC2=CC(=NC=C2C=C1)CNC(C1=CC(=C(C=C1)C)S(=O)(=O)C)=O)C N-((2-(3-((cis)-2,6-dimethylmorpholino)-1H-pyrazol-1-yl)-1,6-naphthyridin-7-yl)methyl)-4-methyl-3-(methylsulfonyl)benzamide